(2S)-3-[(2'S,4R)-2-chloro-2'-methyl-spiro[6,7-dihydrothieno[3,2-c]pyran-4,4'-piperidin]-1'-yl]-2-hydroxy-propionamide ClC1=CC2=C(CCO[C@]23C[C@@H](N(CC3)C[C@@H](C(=O)N)O)C)S1